NC=1C2=C(N=CN1)N(C=C2)[C@H]2[C@@H]([C@@]([C@H](O2)COC)(O)C)O (2R,3S,4R,5R)-5-(4-amino-7H-pyrrolo[2,3-d]pyrimidin-7-yl)-2-(methoxymethyl)-3-methyltetrahydrofuran-3,4-diol